neopentyl glycol ethyl ether C(C)OCC(C)(CO)C